(4-bromo-3-fluorophenyl)-2,2-dimethyl-oxazolidine-3-carboxylic acid tert-butyl ester C(C)(C)(C)OC(=O)N1C(OCC1C1=CC(=C(C=C1)Br)F)(C)C